C(C)OC(=O)C(CP(O)=O)CCCC1=CC=CC=C1 (2-(Ethoxycarbonyl)-5-phenylpentyl)phosphinic acid